C(C)(C)(C)C1C(N(C(C1)C1=CC(=CC=C1)N)C(=O)OC(C)C=1SC(=CC1)C1CC1)(C(=O)O)C 1-(5-cyclopropylthiophene-2-yl)ethan-1-ol 1-(tert-butyl)2-methyl-5-(3-aminophenyl)pyrrolidine-1,2-dicarboxylate